1-(3-(thieno[3,2-d]pyrimidin-4-ylamino)propyl)pyrrolidin N1=CN=C(C2=C1C=CS2)NCCCN2CCCC2